ClC1=NC=2CCCCC2C=C1C(=O)NC(COC1=NC=CC=C1)(C)C 2-chloro-N-(2-methyl-1-(pyridin-2-yloxy)propan-2-yl)-5,6,7,8-tetrahydroquinoline-3-carboxamide